rel-tert-butyl (S)-(5-methyl-2,3-dihydro-1H-inden-1-yl)carbamate CC=1C=C2CC[C@@H](C2=CC1)NC(OC(C)(C)C)=O |o1:6|